C1(=CC=CC=C1)C(C(=O)NC1=CC=C(C=C1)NC1=NC=NC2=CC=CC=C12)N1N=C2C=C(C=CC2=C1)C1=CC=C(C=C1)N1CCNCC1 2-phenyl-2-(6-(4-(piperazin-1-yl)phenyl)-2H-indazol-2-yl)-N-(4-(quinazolin-4-ylamino)phenyl)acetamide